FC=1C=C(NC2=NC=C(C(=N2)N[C@H](CO)C2=CC=CC=C2)C(=O)O)C=CC1S(=O)(=O)C 2-(3-fluoro-4-methylsulfonyl-anilino)-4-[[(1S)-2-hydroxy-1-phenyl-ethyl]amino]pyrimidine-5-carboxylic acid